C(C)(C)(C)OC(=O)N1[C@H](CCC1)C(=O)NC1=CC=C(C=C1)C=1C=CC(=NC1C)C(=O)O 5-(4-{[1-(tert-butoxycarbonyl)-D-prolyl]amino}phenyl)-6-methylpyridine-2-carboxylic acid